ClCCCC(=O)NC=1C=C(C[C@H](N)C(=O)O)C=CC1 m-(4-chlorobutyramido)-L-phenylalanine